(E)-2-(5-(2-(3-(3,5-bis(trifluoromethyl)phenyl)-1H-1,2,4-triazol-1-yl)-1-(pyrimidin-5-yl)vinyl)-1,2,4-oxadiazol-3-yl)acetonitrile FC(C=1C=C(C=C(C1)C(F)(F)F)C1=NN(C=N1)/C=C(\C=1C=NC=NC1)/C1=NC(=NO1)CC#N)(F)F